Cl.FC(OC1=CC=C(OC2CC(C2)N)C=C1)F (1r,3r)-3-(4-(difluoromethoxy)phenoxy)cyclobutane-1-amine hydrochloride